C(C)(=O)C=1C=CC(=C(C1)C=1C=C2C(=NN(C2=CC1)C(C1=CC=CC=C1)(C1=CC=CC=C1)C1=CC=CC=C1)NC(=O)C1CN(CCC1)C(=O)OC(C)(C)C)F tert-Butyl 3-{[5-(5-acetyl-2-fluorophenyl)-1-trityl-1H-indazol-3-yl]carbamoyl}piperidine-1-carboxylate